4-methyl-N-[[3-methyl-2-(4-methyl-3-pyridinyl)-1H-indol-5-yl]methyl]-4-methyl-pyrimidine-5-carboxamide CC1(NC=NC=C1C(=O)NCC=1C=C2C(=C(NC2=CC1)C=1C=NC=CC1C)C)C